CN(C(=O)[C@@H]1C[C@@H](C[C@@H](C1)OCOC)NC(OCC1=CC=CC=C1)=O)C benzyl [(1S,3R,5R)-3-(dimethylcarbamoyl)-5-(methoxymethoxy)cyclohexyl]carbamate